BrC1=CC(=C2C(N(C(C2=C1C)=O)CC1=CC=C(C=C1)OC)(O)C1=C(C=CC(=C1)F)Cl)[N+](=O)[O-] 6-Bromo-3-(2-chloro-5-fluorophenyl)-3-hydroxy-2-(4-methoxybenzyl)-7-methyl-4-nitroisoindol-1-one